3-(2-(4-chloro-2-(3-(2-hydroxyprop-2-yl)thieno[3,2-b]pyridin-7-yl)phenoxy)ethyl)-2-methyl-4-oxo-7-(trifluoromethyl)-3,4-dihydroquinazoline-5-carbonitrile ClC1=CC(=C(OCCN2C(=NC=3C=C(C=C(C3C2=O)C#N)C(F)(F)F)C)C=C1)C1=C2C(=NC=C1)C(=CS2)C(C)(C)O